N1N=CC(=C1)C=1C=C(CN2CCC3(CC2)COC2=C4CN(C(C4=CC=C23)=O)C2C(NC(CC2)=O)=O)C=CC1 3-(1'-(3-(1H-pyrazol-4-yl)benzyl)-6-oxo-6,8-dihydro-2H,7H-spiro[furo[2,3-e]isoindole-3,4'-piperidin]-7-yl)piperidine-2,6-dione